coumarin-4-ethanoate O1C(=O)C=C(C2=CC=CC=C12)CC(=O)[O-]